FC(C1=NC2=C(N1C1CC(C1)O)C=CC=C2)(F)F 3-(2-(trifluoromethyl)-1H-benzo[d]imidazol-1-yl)cyclobutanol